8-(3,7-dimethylocta-2,6-dien-1-yl)-7-hydroxy-2-(methoxymethyl)-2-methyl-5-pentyl-4H-benzo[d][1,3]dioxin-4-one CC(=CCC1=C(C=C(C2=C1OC(OC2=O)(C)COC)CCCCC)O)CCC=C(C)C